C(C)(C)(C)N1C=C(C=2C1=NC(=CC2)C(=O)N2[C@H]1CC(C[C@@H]2CC1)O)C1=CC(=C(C=C1)Cl)F (1-(tert-butyl)-3-(4-chloro-3-fluorophenyl)-1H-pyrrolo[2,3-b]pyridin-6-yl)((1R,3r,5S)-3-hydroxy-8-azabicyclo[3.2.1]octan-8-yl)methanone